N,N,N',N'-tetrakis(2-pyridylmethyl)-ethylenediamine N1=C(C=CC=C1)CN(CCN(CC1=NC=CC=C1)CC1=NC=CC=C1)CC1=NC=CC=C1